CN(C1=CC=CC(=N1)S(=O)(=O)NC=1SC(=C(N1)C1=C(C=CC=C1C)C)C1=CC(=CC(=C1)F)OCCC(C)(C)C)C 6-(dimethylamino)-N-[5-[3-(3,3-dimethylbutoxy)-5-fluorophenyl]-4-(2,6-dimethylphenyl)-1,3-thiazol-2-yl]pyridine-2-sulfonamide